IC=1N=C(N2N=C(C=C(C21)C2(CC2)S(=O)(=O)C)N2[C@@H](COCC2)C)C2=CC=NN2C2OCCCC2 (3R)-4-(5-iodo-4-(1-(methylsulfonyl)cyclopropyl)-7-(1-(tetrahydro-2H-pyran-2-yl)-1H-pyrazol-5-yl)imidazo[1,5-b]pyridazin-2-yl)-3-methylmorpholine